F[C@H]1CNCC[C@H]1NC=1C=CC=C2C1N=C(O2)C#CCNC2=C(C=C(C=C2)S(=O)(=O)C)OC N-((3S,4R)-3-fluoropiperidin-4-yl)-2-(3-((2-methoxy-4-(methylsulfonyl)phenyl)amino)prop-1-yn-1-yl)benzo[d]oxazol-4-amine